N1=CC(=CC2=CC=CC=C12)C=1C=C(C=C(C1)C=1C=NC2=CC=CC=C2C1)B1OCCO1 {3,5-bis(quinoline-3-yl)phenyl}-1,3,2-dioxaborolane